COC1=CC=CC(=N1)C=1C=C(C=CC1)S(=O)(=O)NC1=C(C=CC=C1)C#CC=1C=CC=NC1 5-(2-{2-[3-(6-Methoxypyridin-2-yl)benzensulfonamido]phenyl}ethynyl)pyridin